1-(7-Methyl-1H-benzo[d]imidazol-2-yl)ethan-1-on CC1=CC=CC2=C1NC(=N2)C(C)=O